FCC1(CC1)CN1N=CC(=C1)B1OC(C(O1)(C)C)(C)C 1-((1-(fluoromethyl)cyclopropyl)methyl)-4-(4,4,5,5-tetramethyl-1,3,2-dioxaborolan-2-yl)-1H-pyrazole